C(C)(C)(C)NS(OCC(=O)NC=1SC(=C(N1)C)CC1=CC=C(C=C1)C)(=O)=O 2-((4-methyl-5-(4-methylbenzyl)thiazol-2-yl)amino)-2-oxoethyl tert-butylsulfamate